FC1=CC=C(C=C1)C(CNC=1N=CC2=C(N1)CN(CC2)C(C(=O)N)=O)(C)C 2-(2-{[2-(4-fluorophenyl)-2-methylpropyl]amino}(5,6,7,8-tetrahydropyridino[3,4-d]pyrimidin-7-yl))-2-oxoacetamide